cyclohexylidene(2-methylphenyl)acetonitrile C1(CCCCC1)=C(C#N)C1=C(C=CC=C1)C